COC=1C=C2CN(CC2=CC1)C1=NC=CC(=N1)C1=CC=CC(=N1)C#CN1N=CC2=CC=CC=C12 ((6-(2-(5-methoxyisoindolin-2-yl)pyrimidin-4-yl)pyridin-2-yl)ethynyl)-1H-indazole